NC1=NOC2=C1C(=CC=C2)C=2C=CC(=C1CCCC21)NC(=O)NC2=CC(=CC=C2)OC(F)(F)F 1-(7-(3-Aminobenzo[d]isoxazol-4-yl)-2,3-dihydro-1H-inden-4-yl)-3-(3-(trifluoromethoxy)phenyl)urea